2-(6-(4-Fluoro-1H-pyrazol-1-yl)pyridin-3-yl)acetic acid FC=1C=NN(C1)C1=CC=C(C=N1)CC(=O)O